(S)-(3S,5R,8R,9S,10S,13R,14S,16S,17R)-16-acetoxy-14-hydroxy-10,13-dimethyl-17-(2-oxo-2H-pyran-5-yl)hexadecahydro-1H-cyclopenta[a]phenanthren-3-yl 3-hydroxypyrrolidine-1-carboxylate O[C@@H]1CN(CC1)C(=O)O[C@H]1CC[C@@]2([C@H]3CC[C@@]4([C@H]([C@H](C[C@@]4([C@@H]3CC[C@@H]2C1)O)OC(C)=O)C=1C=CC(OC1)=O)C)C